(1S,4S)-4-(2-(tert-butylamino)-8-((4-(trifluoromethyl)phenyl)amino)-9H-purin-9-yl)cyclohexane-1-carboxamide C(C)(C)(C)NC1=NC=C2N=C(N(C2=N1)C1CCC(CC1)C(=O)N)NC1=CC=C(C=C1)C(F)(F)F